C(C)(C)OC1CCN(CC1)CC[C@H](CSC1=CC=CC=C1)NC1=C(C=C(C=C1)S(=O)(=O)N)S(=O)(=O)C(F)(F)F (R)-4-((4-(4-isopropoxypiperidin-1-yl)-1-(phenylthio)butan-2-yl)amino)-3-((trifluoromethyl)sulfonyl)benzenesulfonamide